N-[3-cyano-5h,6h,7h-cyclopenta[b]pyridin-7-yl]-2-methylpyridin-4-carboxamide C(#N)C=1C=C2C(=NC1)C(CC2)NC(=O)C2=CC(=NC=C2)C